BrC1=NN(C(=C1Cl)C(=O)Cl)C1=NC=CC=C1Cl 3-bromo-4-chloro-1-(3-chloro-2-pyridinyl)-1H-pyrazole-5-carboxylic acid chloride